ClC1=C(C=C(C(=C1NC=1C(=C2C(N(C=NC2=CC1)C)=O)C)F)F)NS(=O)(=O)N1CC(C(C1)OC)F N-(2-chloro-3-((3,5-dimethyl-4-oxo-3,4-dihydroquinazolin-6-yl)amino)-4,5-difluorophenyl)-3-fluoro-4-methoxypyrrolidine-1-sulfonamide